6-(1-(trifluoromethyl)cyclopropyl)pyridinecarboxamide FC(C1(CC1)C1=CC=CC(=N1)C(=O)N)(F)F